CC/C=C\\C/C=C\\C/C=C\\C/C=C\\C/C=C\\CCCCCCCC(=O)[O-] The molecule is a tetracosapentaenoate that is the conjugate base of (9Z,12Z,15Z,18Z,21Z)-tetracosapentaenoic acid, obtained by deprotonation of the carboxy group; major species at pH 7.3. It is a conjugate base of a (9Z,12Z,15Z,18Z,21Z)-tetracosapentaenoic acid.